O=C1NC(CC12CN(CCC2)C(=O)OC(C)(C)C)=O tert-butyl 1,3-dioxo-2,7-diazaspiro[4.5]decane-7-carboxylate